ClC1=CC=C(C=C1)CC1CN(CCC1)C=1C=C(N=NC1C)C=1C(NC(NC1)=O)=O 5-[5-[3-[(4-Chlorophenyl)methyl]-1-piperidyl]-6-methyl-pyridazin-3-yl]-1H-pyrimidine-2,4-dione